N-[1-(fluoromethyl)cyclopropyl]-1-methyl-3-(3-methyl-1,2,4-thiadiazol-5-yl)-2-oxo-benzoimidazole-5-sulfonamide FCC1(CC1)NS(=O)(=O)C1=CC2=C(N(C(N2C2=NC(=NS2)C)=O)C)C=C1